4-(4-((1R,5S)-3,8-diazabicyclo[3.2.1]octan-3-yl)-2-(((S)-1-methylpiperidin-2-yl)methoxy)quinazolin-7-yl)naphthalen-2-ol [C@H]12CN(C[C@H](CC1)N2)C2=NC(=NC1=CC(=CC=C21)C2=CC(=CC1=CC=CC=C21)O)OC[C@H]2N(CCCC2)C